CC1(CC(C2=CC=CC=C12)=O)C 3,3-dimethylinden-1-one